2'-chloro-N-(5-(cyclopropanecarbonyl)-5,6-dihydro-4H-pyrrolo[3,4-d]thiazol-2-yl)-5'-methoxy-6-methyl-[4,4'-bipyridine]-3-carboxamide ClC1=NC=C(C(=C1)C1=C(C=NC(=C1)C)C(=O)NC=1SC2=C(N1)CN(C2)C(=O)C2CC2)OC